N-(β-aminoethyl)-gamma-aminopropyl-methyl-dimethoxysilane NCCNCCC[Si](OC)(OC)C